Cl.NC(C(=O)N1CCN(CC1)C(=O)NC1=NC(N(C=C1)C1=CC=C2CC(COC2=C1)N1CC2C(C2C1)CN)=O)(C)C Exo-4-(2-amino-2-methylpropanoyl)-N-(1-(3-(6-(aminomethyl)-3-azabicyclo[3.1.0]hex-3-yl)chroman-7-yl)-2-oxo-1,2-dihydropyrimidin-4-yl)piperazine-1-carboxamide hydrochloride